2-(2-cyanopropyl)-7-methoxy-N-(6-methoxypyridin-2-yl)imidazo[1,2-a]pyridine-6-carboxamide C(#N)C(CC=1N=C2N(C=C(C(=C2)OC)C(=O)NC2=NC(=CC=C2)OC)C1)C